(3-bromoprop-1-yn-1-yl-3,3-d2)trimethylsilane BrC(C#C[Si](C)(C)C)([2H])[2H]